NCC(=O)N[C@@H](C)C(=O)O L-glycyl-D-alanine